C(C)N(C=CC(=O)C1CCC(N(C1)C(=O)OC(C)(C)C)C1=CC=CC=C1)CC tert-butyl 5-(3-(Diethylamino)Acryloyl)-2-phenylpiperidine-1-carboxylate